ethyl 2-cyclooctylacetate C1(CCCCCCC1)CC(=O)OCC